9-bromo-9,10-dihydroanthracene BrC1C2=CC=CC=C2CC=2C=CC=CC12